ethyl 5-{1-[(adamantan-1-yl)methyl]-5-methyl-1H-pyrazol-4-yl}-2-({6-[(1,3-benzothiazol-2-yl)amino]-4,5-dimethylpyridazin-3-yl}amino)-1,3-thiazole-4-carboxylate C12(CC3CC(CC(C1)C3)C2)CN2N=CC(=C2C)C2=C(N=C(S2)NC=2N=NC(=C(C2C)C)NC=2SC3=C(N2)C=CC=C3)C(=O)OCC